tert-butyl N-[(2R)-2-ethoxy-3-[2-methyl-7-(4,4,5,5-tetramethyl-1,3,2-dioxaborolan-2-yl)benzimidazol-1-yl]propyl]-N-methyl-carbamate C(C)O[C@@H](CN(C(OC(C)(C)C)=O)C)CN1C(=NC2=C1C(=CC=C2)B2OC(C(O2)(C)C)(C)C)C